CC1=C(C=CC(=C1)OCC(F)(F)F)NC(C1=CC=CC=C1)=O N-(2-methyl-4-(2,2,2-trifluoroethoxy)phenyl)benzamide